C(#N)CCC(=O)N1C=C(CCC1)C1=C2C(=NC(=C1)NC(=O)C1CC1)NC=C2 N-(4-(1-(3-cyanopropionyl)-1,4,5,6-tetrahydropyridin-3-yl)-1H-pyrrolo[2,3-b]pyridin-6-yl)cyclopropylcarboxamide